5-hydroxy-2-methyl-N-(1-methylpiperidin-4-yl)benzofuran-3-carboxamide OC=1C=CC2=C(C(=C(O2)C)C(=O)NC2CCN(CC2)C)C1